5-(6-cyano-1-(2-isopropyl-4-methylpyridin-3-yl)-7-(2-methoxyphenyl)-2-oxo-1,2-dihydropyrido[2,3-d]pyrimidin-4-yl)hexahydropyrrolo[3,4-c]pyrrole-2(1H)-carboxylic acid tert-butyl ester C(C)(C)(C)OC(=O)N1CC2CN(CC2C1)C=1C2=C(N(C(N1)=O)C=1C(=NC=CC1C)C(C)C)N=C(C(=C2)C#N)C2=C(C=CC=C2)OC